(1S,2R)-2-(hydroxymethyl)-N-[3-(2-methoxyphenyl)-1H-pyrrolo[2,3-b]pyridin-6-yl]cyclopropane-1-carboxamide OC[C@H]1[C@H](C1)C(=O)NC1=CC=C2C(=N1)NC=C2C2=C(C=CC=C2)OC